C(C=C)(=O)N[C@@H]1[C@@H](CCC1)NC(=O)C=1SC=2N=CC=C3N(C(NC1C23)=O)C2=C(C=C(C=C2)OC=2C(=NC=CC2)C)C N-((1R,2S)-2-Acrylamidocyclopentyl)-5-(2-methyl-4-((2-methylpyridin-3-yl)oxy)phenyl)-4-oxo-4,5-dihydro-3H-1-thia-3,5,8-triazaacenaphthylene-2-carboxamide